nitron-pentylidenehydrazinecarboximidamide [N+](=O)([O-])CCCCC=NNC(N)=N